C(C(C(C)C(=O)O)C(=O)O)C(=O)O 1,2,3-butanetricarboxylic acid